ClC=1C=NC=C(C1NC(C1=CC(=C(C=C1)OC(F)F)OCC(C)C)=O)Cl N-(3,5-dichloropyridin-4-yl)-4-difluoromethoxy-3-(2-Methylpropoxy)benzamide